N-{[2-(Cyclobutyloxy)pyridin-4-yl]methyl}-1-(3,5-difluorophenyl)-3-methyl-5-oxopyrrolidine-3-carboxamide C1(CCC1)OC1=NC=CC(=C1)CNC(=O)C1(CN(C(C1)=O)C1=CC(=CC(=C1)F)F)C